3-(hydroxymethylphosphono)propionic acid OCOP(=O)(O)CCC(=O)O